N-(2-(Pyrrolidin-1-ylmethyl)quinolin-8-yl)-4-(trifluoromethyl)benzenesulfonamide N1(CCCC1)CC1=NC2=C(C=CC=C2C=C1)NS(=O)(=O)C1=CC=C(C=C1)C(F)(F)F